OC=1C=C(C=CC1)C1=NC=2C(=C3C(=NC2)NC=C3)N1C=1C=NNC1 4-(2-(3-Hydroxyphenyl)imidazo[4,5-d]pyrrolo[2,3-b]pyridin-1(6H)-yl)-1H-pyrazole